Tetraheptylammonium bromid 3-methyl-hexahydro-1,2-diallylphthalate CC1C(C(C(=O)[O-])(CCC1)CC=C)(C(=O)[O-])CC=C.[Br-].C(CCCCCC)[N+](CCCCCCC)(CCCCCCC)CCCCCCC.C(CCCCCC)[N+](CCCCCCC)(CCCCCCC)CCCCCCC.C(CCCCCC)[N+](CCCCCCC)(CCCCCCC)CCCCCCC